N,N-dimethyl-2-(piperazin-1-yl)ethanamine CN(CCN1CCNCC1)C